C(C)N(C(=O)[C@H]1CN(C)[C@@H]2CC3=CN(C4=CC=CC(C2=C1)=C34)C(CCCCCCCCCCCCCCCCC)=O)CC 1-stearoyl-lysergic acid diethylamide